Methyl-1-(2-fluoro-5-(1-methyl-1H-1,2,3-triazol-5-yl)phenyl)-6-oxo-1,6-dihydropyridazine CC1=NN(C(C=C1)=O)C1=C(C=CC(=C1)C1=CN=NN1C)F